6-methoxy-2-(4-methyl-1,4-diazepan-1-yl)-7-((5-methylhexyl)oxy)-N-(1-methylpiperidin-4-yl)quinazolin-4-amine COC=1C=C2C(=NC(=NC2=CC1OCCCCC(C)C)N1CCN(CCC1)C)NC1CCN(CC1)C